Cl.ClCC=1SC=CN1 2-(chloromethyl)-1,3-thiazole hydrochloride